C(C)OC(C(CC1=CC(=CC=C1)OC1=CC=CC=C1)NC(=O)NC=1C(N(C=C(C1O)C)C)=O)=O (3-(4-hydroxy-1,5-dimethyl-2-oxo-1,2-dihydropyridin-3-yl)ureido)-3-(3-phenoxyphenyl)propanoic acid ethyl ester